ClC1=C(C(=C(C=C1OC)OC)Cl)N1C(N(C2=NC(=NC=C2C1)SC)C1CC2(CN(C2)C(=O)OC(C)(C)C)C1)=O tert-butyl 6-(3-(2,6-dichloro-3,5-dimethoxyphenyl)-7-(methylthio)-2-oxo-3,4-dihydropyrimido[4,5-d]pyrimidin-1(2H)-yl)-2-azaspiro[3.3]heptane-2-carboxylate